2-(4-Bromo-1-(tetrahydro-2H-pyran-2-yl)-1H-pyrazol-3-yl)-6-methylpyridine BrC=1C(=NN(C1)C1OCCCC1)C1=NC(=CC=C1)C